ClC=1C=C(C=CC1Cl)C1=CC=C2C(CCOC2=C1)NC(O[C@@H]1CN2CCC1CC2)=O (S)-quinuclidin-3-yl (7-(3,4-dichlorophenyl)chroman-4-yl)carbamate